3-phospho-(r-rac-glycerol) P(=O)(O)(O)OC[C@@H](CO)O |r|